3-nitro-1-[2-(trimethylsilyl)ethoxycarbonyl]-1H-1,2,4-triazole [N+](=O)([O-])C1=NN(C=N1)C(=O)OCC[Si](C)(C)C